DL-2-ethylsulfonic acid CCS(=O)(=O)O